(2S)-3-[3-(2,2'-Dioxo-3,3'-spirobi[indoline]-1'-yl)phenyl]-2-[(3R)-pyrrolidin-3-yl]propanoic acid O=C1NC2=CC=CC=C2C12C(N(C1=CC=CC=C12)C=1C=C(C=CC1)C[C@H](C(=O)O)[C@@H]1CNCC1)=O